C(C)(C)(C)OC(CN(CC)C(CBr)=O)=O N-(Bromoacetyl)-N-ethylglycine tert-butyl ester